1-(3-((4-(2-fluorophenyl)piperazin-1-yl)methyl)-4-methoxyphenyl)-2,3,4,9-tetrahydro-1H-pyrido[3,4-B]indole-3-carboxylic acid FC1=C(C=CC=C1)N1CCN(CC1)CC=1C=C(C=CC1OC)C1NC(CC2=C1NC1=CC=CC=C21)C(=O)O